(2r,6r)-4-(7-cyanopyrazolo[1,5-a]pyridin-4-yl)-N-[(3s,4r)-4-fluoropyrrolidin-3-yl]-6-methyl-morpholine-2-carboxamide C(#N)C1=CC=C(C=2N1N=CC2)N2C[C@@H](O[C@@H](C2)C)C(=O)N[C@H]2CNC[C@H]2F